4-[4-(1-benzothien-2-yl)-4-hydroxypiperidin-1-yl]-1-methyl-2-oxo-1,2-dihydroquinoline-3-carboxamide S1C(=CC2=C1C=CC=C2)C2(CCN(CC2)C2=C(C(N(C1=CC=CC=C21)C)=O)C(=O)N)O